1-[2-methyl-4-(trifluoromethyl)phenyl]ethanol CC1=C(C=CC(=C1)C(F)(F)F)C(C)O